N-ethyl-2-(7-fluoronaphthalen-1-yl)-N-methylacetamide C(C)N(C(CC1=CC=CC2=CC=C(C=C12)F)=O)C